3-(3,3-difluorocyclobutyl)-N-methyl-5,6-dihydroimidazo[1,5-a]pyrazine-7(8H)-carboxamide FC1(CC(C1)C1=NC=C2N1CCN(C2)C(=O)NC)F